(R)-2-fluoro-N-(6-fluoro-5-methoxyisoquinolin-1-yl)-4-(1-methyl-1H-1,2,3-triazol-4-yl)-N-(piperidin-3-yl)benzamide FC1=C(C(=O)N([C@H]2CNCCC2)C2=NC=CC3=C(C(=CC=C23)F)OC)C=CC(=C1)C=1N=NN(C1)C